C(C1=CC=CC=C1)(=O)O[C@@H]1[C@@H](O[C@@H]([C@H]1OC(C)=O)N1C(NC(C(=C1)C)=O)=O)COC(C1=CC=CC=C1)=O (2S,3R,4S,5S)-4-acetoxy-2-((benzoyloxy)methyl)-5-(5-methyl-2,4-dioxo-3,4-dihydropyrimidin-1(2H)-yl)tetrahydrofuran-3-yl benzoate